(2R)-2-(prop-2-ynylamino)butan-1-ol C(C#C)N[C@@H](CO)CC